Cl.Cl.[C@H]12CN(C[C@H](CC1)N2)C=2C1=C(N=C(N2)OCC23CCCN3CC(C2)OC)C(=C(N=C1)C1=CC=CC2=CC=CC(=C12)Cl)F 4-((1R,5S)-3,8-diazabicyclo[3.2.1]octan-3-yl)-7-(8-chloronaphthalen-1-yl)-8-fluoro-2-((2-methoxytetrahydro-1H-pyrrolizin-7a(5H)-yl)methoxy)pyrido[4,3-d]pyrimidine bis-hydrochloride